cis-4-(2-ethoxy-6-fluorobenzyl)-N-(4-(furan-2-yl)benzyl)-1-isobutyryl-6-methylpiperazine-2-carboxamide C(C)OC1=C(CN2C[C@@H](N([C@@H](C2)C)C(C(C)C)=O)C(=O)NCC2=CC=C(C=C2)C=2OC=CC2)C(=CC=C1)F